ClC=1N=CC=C2C1N(C(C21CC(C1)=O)=O)CC(=O)OC(C)(C)C tert-butyl 2-(7'-chloro-2',3-dioxospiro[cyclobutane-1,3'-pyrrolo[2,3-c]pyridin]-1'(2'H)-yl)acetate